[Si](C)(C)(C(C)(C)C)OCCN1N=C(C(=C1)NC=1N=CC2=C(N1)N(C(=C2)C#N)[C@H](COC)C)O[C@H]2COCC2 2-((1-(2-((tert-butyldimethylsilyl)oxy)ethyl)-3-(((R)-tetrahydrofuran-3-yl)oxy)-1H-pyrazol-4-yl)amino)-7-((S)-1-methoxypropan-2-yl)-7H-pyrrolo[2,3-d]pyrimidine-6-carbonitrile